2-(2'-hydroxy-3'-tert-butyl-5'-methylphenyl)-5-(2'-methacryloxyethyl)benzotriazole OC1=C(C=C(C=C1C(C)(C)C)C)N1N=C2C(=N1)C=CC(=C2)CCOC(C(=C)C)=O